(3S)-6-fluoro-3-methyl-4-[(4-methyloxan-4-yl)carbonyl]-8-[5-(trifluoromethyl)-1,2,4-oxadiazol-3-yl]-3,5-dihydro-2H-1,4-benzoxazepine FC1=CC(=CC2=C1CN([C@H](CO2)C)C(=O)C2(CCOCC2)C)C2=NOC(=N2)C(F)(F)F